dihydrofuran-5-carboxylic acid O1CCC=C1C(=O)O